N1=C(C=CC=C1)CN1C[C@@H](CC1)C(=O)OC methyl (3R)-1-(pyridin-2-ylmethyl)pyrrolidine-3-carboxylate